O-(2-ethylhexyl) monoperoxycarbonate C(OCC(CCCC)CC)(=O)O[O-]